ClC=1C=C(C=CC1)C=1N=C(NC1C=1C=CC=2N(C1)C=CN2)CC 6-(4-(3-Chlorophenyl)-2-ethyl-1H-imidazol-5-yl)imidazo[1,2-a]pyridine